OCC1(CB(OC1)O)C=1C=NC=C(C1)C1=CC(=C(C=C1)OC)OCCC 4-(hydroxymethyl)-4-(5-(4-methoxy-3-propoxyphenyl)pyridin-3-yl)-1,2-oxaborol-2-ol